2-(4-(N-(3,5-Bis((E)-3,4-dimethoxybenzylidene)-4-oxocyclohexyl)sulfamoyl)phenoxy)acetamide COC=1C=C(\C=C\2/CC(C\C(\C2=O)=C/C2=CC(=C(C=C2)OC)OC)NS(=O)(=O)C2=CC=C(OCC(=O)N)C=C2)C=CC1OC